6-[4-(1-methoxycyclopropyl)pyrazol-1-yl]-N-(1-methylindazol-7-yl)-N-{[2-(trimethylsilyl)ethoxy]methyl}pyridine-3-sulfonamide COC1(CC1)C=1C=NN(C1)C1=CC=C(C=N1)S(=O)(=O)N(COCC[Si](C)(C)C)C=1C=CC=C2C=NN(C12)C